C(=O)O.C(C)NC(NC1=CC(=NC=N1)CN1CCN(CC1)C=1C=CC(=NC1F)C(=O)NC)=O 5-(4-((6-(3-ethylureido)pyrimidin-4-yl)methyl)piperazin-1-yl)-6-fluoro-N-methylpicolinamide formate